C(#N)C1=CC(=CC=2C(=C(OC21)C)C(=O)NC2C(CN(CC2)C(=O)OC(C)(C)C)(F)F)OCC=2C(=NC=CC2)C(F)(F)F tert-butyl 4-(7-cyano-2-methyl-5-((2-(trifluoromethyl)pyridin-3-yl)methoxy)benzofuran-3-carboxamido)-3,3-difluoropiperidine-1-carboxylate